BrC1=CC(=NC=C1F)N 4-bromo-5-fluoropyridin-2-amine